(+/-)-6-{[trans-4-[4-(2-Fluoroethoxy)phenyl]piperidin-3-yl]methoxy}-isoindolin-1-one FCCOC1=CC=C(C=C1)[C@H]1[C@@H](CNCC1)COC1=CC=C2CNC(C2=C1)=O |r|